4,4-Dimethyl-2,3,4,6,7,8-hexahydro-5H-chromen-5-on CC1(CCOC=2CCCC(C12)=O)C